(RS)-tert-butyl 2-(3-aminophenyl)morpholine-4-carboxylate NC=1C=C(C=CC1)[C@@H]1CN(CCO1)C(=O)OC(C)(C)C |r|